ClC=1C(=NC(=NC1)NC=1C=C(C2=C(COB2O)C1)C)N[C@H]1[C@@H](CCCC1)C#N (trans)-2-[[5-chloro-2-[(1-hydroxy-7-methyl-3H-2,1-benzoxaborole-5-yl)amino]pyrimidin-4-yl]amino]cyclohexanecarbonitrile